FC1([C@@H]([C@H](CCC1)N1CCN(CC1)C(C)C)NC(=O)N1CCC(CC1)C1=NC=C(C=C1F)C)F |r| rac-N-{(1R,6S)-2,2-difluoro-6-[4-(propan-2-yl)piperazin-1-yl]cyclohexyl}-4-(3-fluoro-5-methylpyridin-2-yl)piperidine-1-carboxamide